ClCC=1C=CC2=C(CCO2)C1 5-(chloromethyl)-2,3-dihydrobenzofuran